3-(4-aminoimidazo[2,1-f][1,2,4]triazin-7-yl)-N-((1-(hydroxymethyl)cyclobutyl)methyl)-N,4-dimethylbenzenesulfonamide NC1=NC=NN2C1=NC=C2C=2C=C(C=CC2C)S(=O)(=O)N(C)CC2(CCC2)CO